NC1=NC=2C=C(C=CC2C2=C1CO[C@@H]2C)CN(C(=O)C=2C=NC(=CC2)C(F)(F)F)C=2C(=NC=CC2)S(=O)(=O)C |r| rac-N-({4-amino-1-methyl-1H,3H-furo[3,4-c]quinolin-7-yl}methyl)-N-(2-methanesulfonylpyridin-3-yl)-6-(trifluoromethyl)pyridine-3-carboxamide